5-(3'-chloro-6-fluoro-4'-methoxy-4-nitro-[1,1'-biphenyl]-2-yl)-2H-tetrazole ClC=1C=C(C=CC1OC)C1=C(C=C(C=C1F)[N+](=O)[O-])C=1N=NNN1